C1(CCC1)NC1=NC(=NC=C1CC)C1=NC=CC=C1 Cyclobutyl-(5-ethyl-2-pyridin-2-yl-pyrimidin-4-yl)amine